CC/C=C\\C/C=C\\C/C=C\\C/C=C\\C/C=C\\C/C=C\\CC[C@@H](CC(=O)SCCNC(=O)CCNC(=O)[C@@H](C(C)(C)COP(=O)([O-])OP(=O)([O-])OC[C@@H]1[C@H]([C@H]([C@@H](O1)N2C=NC3=C(N=CN=C32)N)O)OP(=O)([O-])[O-])O)O The molecule is an (S)-3-hydroxyacyl-CoA(4-) arising from deprotonation of the phosphate and diphosphate functions of (3S,6Z,9Z,12Z,15Z,18Z,21Z)-3-hydroxytetracosahexaenoyl-CoA; major species at pH 7.3. It is a conjugate base of a (3S,6Z,9Z,12Z,15Z,18Z,21Z)-3-hydroxytetracosahexaenoyl-CoA.